Cl.C1(=C(C=CC=C1)C1=C(C=CC(=N1)NS(=O)(=O)C1=NC=CC=C1)C(F)(F)F)C N-(6-(o-tolyl)-5-(trifluoromethyl)pyridin-2-yl)pyridine-2-sulfonamide hydrochloride